(p-tert-butylphenyl)-1,3-dimethoxypropane C(C)(C)(C)C1=CC=C(C=C1)C(CCOC)OC